5-(6-chloropyrimidin-4-yloxy)-2-methyl-4-phenylthiazole ClC1=CC(=NC=N1)OC1=C(N=C(S1)C)C1=CC=CC=C1